(3s,5r)-3-aminomethyl-6-cyclohexyl-5-methyl-hexanoic acid NC[C@H](CC(=O)O)C[C@@H](CC1CCCCC1)C